5-[[2-(2-cyclopentyl-1-piperidyl)-2-oxo-acetyl]amino]pyridine-3-carboxamide C1(CCCC1)C1N(CCCC1)C(C(=O)NC=1C=C(C=NC1)C(=O)N)=O